2-butanoyloxyethyl methacrylate C(C(=C)C)(=O)OCCOC(CCC)=O